{R}-3-(aminomethyl)tetrahydrofuran-3-ol NC[C@]1(COCC1)O